americatheanine N[Am](CCC(=O)NCC)C(=O)O